tert-butyl N-[1-(6-amino-3-pyridyl)-2-oxo-4-piperidyl]-N-methyl-carbamate NC1=CC=C(C=N1)N1C(CC(CC1)N(C(OC(C)(C)C)=O)C)=O